C(C)C1(C2CCC(C1)C2)OC(=O)COC(=O)C2C1C=CC(C2)C1 5-(2-ethyl-2-norbornyloxy-carbonyl-methyl-oxy-carbonyl)-bicyclo[2.2.1]Hept-2-ene